methyl 6-{2-[2-({6-[3-(aminomethyl)-4-(trifluoromethyl)phenoxy]hexyl} oxy)ethoxy]ethoxy}hexanoate NCC=1C=C(OCCCCCCOCCOCCOCCCCCC(=O)OC)C=CC1C(F)(F)F